7-(3-acetylazetidin-1-yl)-5-methyl-4-oxo-1-(1,3-thiazol-2-yl)-1,4-dihydro-1,8-naphthyridine-3-carboxylic acid C(C)(=O)C1CN(C1)C1=CC(=C2C(C(=CN(C2=N1)C=1SC=CN1)C(=O)O)=O)C